C(C1=CC=CC=C1)OC1=C(C=CC(=C1)S(=O)(=O)C)C1=NN=C(C2=CC=CC=C12)N[C@H]1CN(CCC1)C(C)C 4-(2-benzyloxy-4-methylsulfonyl-phenyl)-N-[(3R)-1-isopropyl-3-piperidyl]phthalazin-1-amine